C(C)(C)(C)OC(=O)N1CCC(=CC1)C1=CC=C2C(=N1)NC=C2.C2=NC=CC1=CC(=CC=C21)C=O (6-isoquinolinyl)methanone Tert-butyl-4-(1H-pyrrolo[2,3-b]pyridin-6-yl)-3,6-dihydro-2H-pyridine-1-carboxylate